Cl.CC(C)OC(=O)N1N=C(C2=CC=CC=C12)NC(=O)[C@H]1CNCCC1 3-{[(3R)-piperidin-3-ylcarbonyl]amino}-1H-indazole-1-carboxylic acid propan-2-yl ester hydrochloride